CC=1C=C(C=C(C1)C)C=1SC2=C(N1)C=CC=C2 2-(3,5-dimethylphenyl)benzo[d]thiazole